NC1=NC2=CC=C(C=C2C=C1C)C(=O)N(CC1=NC=C(C=C1)C(F)(F)F)[C@H](C)[C@H](C)O 2-amino-N-((2R,3S)-3-hydroxy-2-butanyl)-3-methyl-N-((5-(trifluoromethyl)-2-pyridinyl)methyl)-6-quinolinecarboxamide